1-phenyl-2-decanoylamino-3-morpholino-propanol C1(=CC=CC=C1)C(C(CN1CCOCC1)NC(CCCCCCCCC)=O)O